O1C(CCCC1)OCC#CCN1N=CC(=C1)B1OC(C(O1)(C)C)(C)C 1-(4-tetrahydropyran-2-yloxybut-2-ynyl)-4-(4,4,5,5-tetramethyl-1,3,2-dioxaborolan-2-yl)pyrazole